BrC1=C2CCN([C@@H](C2=C(C=C1)OCC=1N=NN(C1C(F)(F)F)C)CN1C(CCC1)=O)C(=O)[C@H]1[C@H](CCCC1)C (1S,2R)-2-((S)-5-Bromo-8-((1-methyl-5-(trifluoromethyl)-1H-1,2,3-triazol-4-yl)methoxy)-1-((2-oxopyrrolidin-1-yl)methyl)-1,2,3,4-tetrahydroisochinolin-2-carbonyl)-1-methylcyclohexan